4-Cyclopropyl-1-methyl-5-{1-[2-(1H-tetrazol-5-yl)-phenyl]-1H-pyrazol-4-yl}-1H-pyridin-2-one C1(CC1)C1=CC(N(C=C1C=1C=NN(C1)C1=C(C=CC=C1)C1=NN=NN1)C)=O